CC=1C=C(C=C(C1O)C)CC1=CC(=C(C(=C1)C)O)C bis(3,5-dimethyl-4-hydroxyphenyl)-methane